FC1=CC=C(C2=C1C=CO2)C(=O)N2[C@@H](C=1N(CC2)C(=NN1)C1=NC(=NS1)C)C (R)-(4-fluorobenzofuran-7-yl)(8-methyl-3-(3-methyl-1,2,4-thiadiazol-5-yl)-5,6-dihydro-[1,2,4]triazolo[4,3-a]pyrazin-7(8H)-yl)methanone